C(CC)N(C1=CC(=NC=2N1N=C(C2C=2C(=CC(=NC2)N(C)C)C)C)C)CCC 5-[7-(dipropylamino)-2,5-dimethylpyrazolo[1,5-a]pyrimidin-3-yl]-N,N,4-trimethylpyridin-2-amine